C(C)(=O)NC(C[C@@H](N)C(=O)O)=O N'-(acetyl)-D-asparagine